C(C)(C)(C)OC(=O)NCCC(=O)NC=1N=C(N(C1)C)C(=O)NC=1C=C(N(C1)C)C(=O)NCCC(=O)NC=1N=C(N(C1)C)C(=O)OCC ethyl 4-(3-[[4-(4-[3-[(tert-butoxycarbonyl)amino]propanamido]-1-methylimidazole-2-amido)-1-methylpyrrol-2-yl] formamido] propanamido)-1-methylimidazole-2-carboxylate